1,2-dimethylpyrrolidinium fluoride [F-].C[NH+]1C(CCC1)C